i-Butane CC(C)C